C(C)(C)(C)OC(=O)N1CC2=CC(=CC=C2[C@H](C1)C)C(=O)O (4R)-2-[(tert-butoxy)carbonyl]-4-methyl-1,2,3,4-tetrahydroisoquinoline-7-carboxylic acid